[N+](=O)([O-])C1=CC=C(C=C1)C=1C=NC2=CC=CC=C2C1 3-(4-nitrophenyl)quinoline